CP(OCC)(O)=O ethyl hydrogen methylphosphonate